2-(diethylamino)-6-(propan-2-yl)-4-{[4-(propan-2-yl)phenyl]amino}-5,6-dihydro-7H-pyrrolo[3,4-d]pyrimidin-7-one C(C)N(C=1N=C(C2=C(N1)C(N(C2)C(C)C)=O)NC2=CC=C(C=C2)C(C)C)CC